ClC=1C=C(C=C(C1)Cl)[C@H](CCO)O (S)-1-(3,5-dichlorophenyl)propane-1,3-diol